BrCC1=NC(=C(C=C1F)C)Cl 2-(bromomethyl)-6-chloro-3-fluoro-5-methylpyridine